N1=NC=CC=C1.[B] boron diazine